N-(4-((3-(1-((1S,2S)-2-fluorocyclopentyl)-1H-pyrazol-4-yl)-2-methoxyphenyl)amino)-5-methoxypyridin-2-yl)cyclopropanecarboxamide F[C@@H]1[C@H](CCC1)N1N=CC(=C1)C=1C(=C(C=CC1)NC1=CC(=NC=C1OC)NC(=O)C1CC1)OC